OC[C@H]1N(C[C@@H]([C@H]([C@@H]1O)O)O)C[C@@H]1CN(CC1)C=1C=NC=C(C1)C(F)(F)F (2R,3R,4R,5S)-2-(hydroxymethyl)-1-(((R)-1-(5-(trifluoromethyl)pyridin-3-yl)pyrrolidin-3-yl)methyl)piperidine-3,4,5-triol